C(\C=C/C(=O)O)(=O)N[C@@H](CCCCN)C(=O)O maleyl-lysine